2,4-di-cumylphenol phosphite P(O)(O)OC1=C(C=C(C=C1)C(C)(C)C1=CC=CC=C1)C(C)(C)C1=CC=CC=C1